C(C1=CC=CC=C1)N1C(=NC2=C1C=C(C=C2N2C(CC2)=O)C=2C(=NOC2C)C)C 1-(1-benzyl-6-(3,5-dimethylisoxazol-4-yl)-2-methyl-1H-benzo[d]imidazol-4-yl)azetidin-2-one